5-amino-N-{4-[3-aminopiperidin-1-yl]-5,6,7,8-tetrahydro-1,8-naphthyridin-3-yl}-2-(2,6-difluorophenyl)-1,3-thiazole-4-carboxamide NC1=C(N=C(S1)C1=C(C=CC=C1F)F)C(=O)NC=1C=NC=2NCCCC2C1N1CC(CCC1)N